CC=1C=C(C=CC1[N+](=O)[O-])NC(OC)=O methyl (3-methyl-4-nitrophenyl)carbamate